2-bromomethylmorpholine BrCC1CNCCO1